2-amino-3,5-diiodopyrazine NC1=NC=C(N=C1I)I